3,3-dimethyl-5-hexenoic acid ethyl ester C(C)OC(CC(CC=C)(C)C)=O